ClC1=C2C(=NC=N1)N(N=C2)C2=C(C=C(C=C2)F)OC 4-Chloro-1-(4-fluoro-2-methoxy-phenyl)pyrazolo[3,4-d]pyrimidine